phenyltri(n-hexoxy)silane C1(=CC=CC=C1)[Si](OCCCCCC)(OCCCCCC)OCCCCCC